C1(=CC=CC=C1)S(=O)(=O)N1C=C(C2=CC(=CC=C12)C(=C)\C=C/C1=CC=C(C=C1)C(F)(F)F)NC(=O)C1CCC1 (Z)-N-(1-(phenylsulfonyl)-5-(4-(4-(trifluoromethyl)phenyl)butan-1,3-dien-2-yl)-1H-indol-3-yl)cyclobutanecarboxamide